(2S,4R)-N-((R)-1-(1H-pyrrolo[3,2-c]pyridin-2-yl)ethyl)-4-(difluoromethoxy)-1-((4-phenoxybenzoyl)glycyl)pyrrolidine-2-carboxamide N1C(=CC=2C=NC=CC21)[C@@H](C)NC(=O)[C@H]2N(C[C@@H](C2)OC(F)F)C(CNC(C2=CC=C(C=C2)OC2=CC=CC=C2)=O)=O